C(C1=CC=CC=C1)C1=C(C=CC=C1CN)CN benzyl-1,3-bis(aminomethyl)benzene